1-(4-(1H-pyrazol-1-yl)phenyl)cyclopropane-1-amine hydrochloride Cl.N1(N=CC=C1)C1=CC=C(C=C1)C1(CC1)N